((3S,4S)-4-amino-3-methyl-2-oxa-8-azaspiro[4.5]dec-8-yl)-6-bromo-5-methylpyrazine-2-carboxylic acid ethyl ester C(C)OC(=O)C1=NC(=C(N=C1N1CCC2([C@@H]([C@@H](OC2)C)N)CC1)C)Br